O=C1CC(N1)C(=O)OCC1=CC=CC=C1 Benzyl 4-oxo-azetidine-2-carboxylate